FC1([C@@H](C1)C(=O)NC=1C=CC(=NC1)C=1N=NN(C1NC(O[C@H](C)C=1C(=NC=C(C1)F)C)=O)C)F (R)-1-(5-fluoro-2-methylpyridin-3-yl)ethyl (4-(5-((S)-2,2-difluorocyclopropane-1-carboxamido)pyridin-2-yl)-1-methyl-1H-1,2,3-triazol-5-yl)carbamate